C1(CC1)N1C=C(C(C2=CC=C(C(=C12)OC)F)=O)C(=O)O 1-cyclopropyl-4-oxo-7-fluoro-8-methoxy-1,4-dihydroquinoline-3-carboxylic acid